C1(CC1)COC1=C(C=CC(=N1)C(=O)N[C@H](COCCC([2H])([2H])F)C)N1CCCC1 6-(cyclopropylmethoxy)-N-[(2S)-1-{[3-fluoro(3,3-dideuterio)propyl]oxy}propan-2-yl]-5-(pyrrolidin-1-yl)pyridine-2-carboxamide